Cl.[C@H]12OC[C@](NC1)(C2)CO ((1R,4S)-2-oxa-5-azabicyclo[2.2.1]hept-4-yl)methanol hydrochloride